C(=C)[Si](CF)(C=C)C=C trivinyl-fluoromethyl-silane